5-(2-Fluoro-6-methylphenyl)-3-(1-(hydroxymethyl)-2-methyl-1,2,3,4-tetrahydroisochinolin-7-yl)-1H-pyrazolo[4,3-c]pyridazin-6(5H)-on FC1=C(C(=CC=C1)C)N1N=C2C(=CC1=O)NN=C2C2=CC=C1CCN(C(C1=C2)CO)C